2-((1r,2r)-2-aminocyclooctyl)-5-chloro-3-iodo-N-(thiophen-2-ylmethyl)thieno[3,2-b]pyridin-7-amine N[C@H]1[C@@H](CCCCCC1)C1=C(C2=NC(=CC(=C2S1)NCC=1SC=CC1)Cl)I